4-(p-methoxyphenyl-diazenyl)phenol COC1=CC=C(C=C1)N=NC1=CC=C(C=C1)O